C(C)(C)C1=CC=C(C=C1)C1=NC=2CCNC[C@@H]3C2N1CCN3S(=O)(=O)C3=CC=C(C=C3)[N+](=O)[O-] |r| (rac)-2-(4-isopropylphenyl)-5-((4-nitrophenyl)sulfonyl)-3,4,5,5a,6,7,8,9-octahydro-1,2a,5,7-tetraazabenzo[cd]azulene